ClC=1N=CC=C2C=C(C=NC12)C=O 8-chloro-1,7-naphthyridine-3-formaldehyde